(2,6-dimethyl 1,4-phenylene) ether CC1=C2C(=CC(=C1)O2)C